COC=1C(=CC2=C(C3=C(C=CO3)C=C2C1)C=1C=NC(=NC1)N1CCSCC1)OC 6,7-dimethoxy-9-(2-thiomorpholinopyrimidin-5-yl)naphtho[2,3]furan